C(CC)C1(C=CC=C1)[Hf]C1C=CC=C1 (propylcyclopentadienyl)(cyclopentadienyl)hafnium